ClC=1C=CC2=C(N(C3=C(CC2)C=CC=C3)C(CCNC/C=C/C(=O)OCC)=O)C1 Ethyl (E)-4-{[3-(3-chloro-10,11-dihydro-5H-dibenzo[b,f]azepin-5-yl)-3-oxo-propyl]amino}but-2-enoate